(R)-1-((2-(2-(4-(4-((1R,5S)-3-oxa-8-azabicyclo[3.2.1]octan-8-yl)-7H-pyrrolo[2,3-d]pyrimidin-6-yl)phenyl)-1H-imidazol-5-yl)pyridin-4-yl)methyl)piperidin-3-amine [C@H]12COC[C@H](CC1)N2C=2C1=C(N=CN2)NC(=C1)C1=CC=C(C=C1)C=1NC(=CN1)C1=NC=CC(=C1)CN1C[C@@H](CCC1)N